1-(naphthalen-1-ylmethyl)guanidine hydrochloride Cl.C1(=CC=CC2=CC=CC=C12)CNC(=N)N